C(#N)C(C)N1CCN(CC1)C(=O)NC=1SC(=C(N1)C1=CC(=CC=C1)C#N)C=1C=C2C(=NC=NC2=CC1)C 4-(1-Cyanoethyl)-N-[4-(3-cyanophenyl)-5-(4-methylquinazolin-6-yl)thiazol-2-yl]piperazine-1-carboxamide